6,6-Dimethyl-3-propylbenzo[c]chromen-1-ol CC1(OC=2C=C(C=C(C2C2=C1C=CC=C2)O)CCC)C